C(C)OC(=O)C=1C(=NN2C1NC(=CC2=O)\C=C\CCCCCCC)C2=NC=CN=C2C (E)-ethyl-2-(3-methylpyrazin-2-yl)-5-(non-1-en-1-yl)-7-oxo-4,7-dihydropyrazolo[1,5-a]pyrimidine-3-carboxylate